C1(CC1)N1N=CC(=C1)C1CN(CC(O1)C)C1=NC2=NC(=C(N=C2C(=N1)C1=C(C=C(C=C1)F)F)C)C 2-(1-cyclopropyl-1H-pyrazol-4-yl)-4-(4-(2,4-difluorophenyl)-6,7-dimethylpteridin-2-yl)-6-methylmorpholine